1-[(2-chlorophenyl)methyl]-4-[4-(2-tetrahydropyran-4-yl-3H-imidazo[4,5-b]pyridin-7-yl)piperidine-1-carbonyl]pyrrolidin-2-one ClC1=C(C=CC=C1)CN1C(CC(C1)C(=O)N1CCC(CC1)C1=C2C(=NC=C1)NC(=N2)C2CCOCC2)=O